2-(4-(1-(Aminomethyl)-5-(difluoromethyl)-4-oxo-3,4-dihydropyrido[3,4-d]pyridazin-7-yl)-1-methyl-1H-pyrazol-5-yl)-4-chloro-6-cyclopropyloxy-3-fluorobenzonitrile NCC=1C2=C(C(NN1)=O)C(=NC(=C2)C=2C=NN(C2C2=C(C#N)C(=CC(=C2F)Cl)OC2CC2)C)C(F)F